C1(CCCCC1)OC1=CC(N(C=C1C=1C=NN(C1)C(C)C1=CC=CC=C1)C)=O 4-(cyclohexyloxy)-1-methyl-5-(1-(1-phenylethyl)-1H-pyrazol-4-yl)pyridin-2(1H)-one